N,N-dimethylformamide bisEthyl acetal C(C)OC(N(C)C)OCC